[Br-].C(C)(C)(C)OC(C[Zn+])=O (2-t-butoxy-2-oxoethyl)zinc (II) bromide